2-[(2,6-difluoro-4-pyridyl)-(oxetane-3-carbonyl)amino]-N-[(1R)-2,2-dimethylcyclobutyl]-5-methyl-thiazole-4-carboxamide FC1=NC(=CC(=C1)N(C=1SC(=C(N1)C(=O)N[C@H]1C(CC1)(C)C)C)C(=O)C1COC1)F